2-(4-fluorophenyl)-N-{4-[3-(3-hydroxyphenyl)-5-methyl-4-oxo-4,5-dihydro-1H-pyrrolo[3,2-c]pyridin-2-yl]pyridin-2-yl}propanamide FC1=CC=C(C=C1)C(C(=O)NC1=NC=CC(=C1)C1=C(C=2C(N(C=CC2N1)C)=O)C1=CC(=CC=C1)O)C